ClC1=C2C=CN=C(C2=C(C=C1)C)N[C@H]1CN(CCC1)C(=O)OC(C)(C)C tert-butyl (R)-3-((5-chloro-8-methylisoquinolin-1-yl)amino)piperidine-1-carboxylate